N=1C=C(N2C1C=CC=C2)C2=NC(=NC=C2OC)NC2CCC(CC2)N (1r,4r)-N1-(4-(Imidazo[1,2-a]pyridin-3-yl)-5-methoxypyrimidin-2-yl)cyclohexane-1,4-diamine